4-methyl-1-[(2-oxohexahydro-pyrimidin-5-yl)methyl]-5-[[2-[6-(2,2,2-trifluoroethyl)quinazolin-4-yl]-2,7-diazaspiro[3.5]nonan-7-yl]methyl]indole-2-carbonitrile CC1=C2C=C(N(C2=CC=C1CN1CCC2(CN(C2)C2=NC=NC3=CC=C(C=C23)CC(F)(F)F)CC1)CC1CNC(NC1)=O)C#N